C(=CC1=CC=CC=C1)C1=C(N=NN1)C(=O)O 5-styryl-1H-1,2,3-triazole-4-carboxylic acid